C(C)(C)(C)C=1C=CC(=NC1)NC1=CC=C2C=CNC2=C1 N-(5-(tert-butyl)pyridin-2-yl)-1H-indol-6-amine